C([C@@H](O)CC(=O)O)(=O)O.N1=CC=CC(=C1)C1N(C)CCC1 Nicotine L-Malate Salt